3-(4-nitro-3-(trifluoromethyl)-1H-pyrazol-1-yl)cyclobutan-1-one ethyl-(3-formyl-1H-indol-2-yl){(3Z)-3-(hydroxyamino)-1-[(4-methylphenyl)sulfonyl]piperidin-4-yl}acetate C(C)OC(C(C1C(CN(CC1)S(=O)(=O)C1=CC=C(C=C1)C)NO)C=1NC2=CC=CC=C2C1C=O)=O.[N+](=O)([O-])C=1C(=NN(C1)C1CC(C1)=O)C(F)(F)F